ClC1=CC=C(C2=CC=CC=C12)C1=NC(=NC(=N1)C1=CC=CC=C1)C1=CC=CC=C1 2-(4-chloronaphthalen-1-yl)-4,6-diphenyl-1,3,5-triazine